5,9,21-hexacosatrienoic acid C(CCCC=CCCC=CCCCCCCCCCCC=CCCCC)(=O)O